ClC1=C(C=C(C=C1)F)C1NC(C=2N(N=C(C21)NC(C)=O)C)=O N-(4-(2-chloro-5-fluorophenyl)-1-methyl-6-oxo-1,4,5,6-tetrahydropyrrolo[3,4-c]pyrazol-3-yl)acetamide